N-(2,8-dimethylimidazo[1,2-a]-pyridin-6-yl)-1,1-diphenyl-methanimine CC=1N=C2N(C=C(C=C2C)N=C(C2=CC=CC=C2)C2=CC=CC=C2)C1